C(C)(C)OC=1C=CC2=C(N(C=CN2C)C2CCNCC2)N1 6-Isopropoxy-1-methyl-4-(piperidin-4-yl)-1,4-dihydropyrido[2,3-b]pyrazine